3-(((1s,4s)-4-(((2-bromo-5-(trifluoromethyl)pyrazolo[1,5-a]pyrimidin-7-yl)amino)methyl)-4-phenylcyclohexyl)amino)propanenitrile BrC1=NN2C(N=C(C=C2NCC2(CCC(CC2)NCCC#N)C2=CC=CC=C2)C(F)(F)F)=C1